(2S,3R)-3-hydroxy-4-((N-cyclopropyl-4-aminophenyl)sulphonamido)-1-phenylbutanol O[C@H](CC(O)C1=CC=CC=C1)CNS(=O)(=O)C1=CC=C(C=C1)NC1CC1